tert-butyl 4-hydroxy-2-(5-(methoxycarbonyl)-2-methylphenyl)pyrrolidine-1-carboxylate OC1CC(N(C1)C(=O)OC(C)(C)C)C1=C(C=CC(=C1)C(=O)OC)C